4-[(2-chloro-6-fluorophenyl)methyl]-5-[(4,4-difluorocyclohexyl)methyl]-2-(2,2,2-trifluoroethyl)-2,4-dihydro-3H-1,2,4-triazol-3-one ClC1=C(C(=CC=C1)F)CN1C(N(N=C1CC1CCC(CC1)(F)F)CC(F)(F)F)=O